N-(2-(difluoromethoxy)-6-methylpyridin-3-yl)-3-(2-isopropylphenyl)-1-(4-hydroxy-oxazol-2-yl)azetidine-3-carboxamide FC(OC1=NC(=CC=C1NC(=O)C1(CN(C1)C=1OC=C(N1)O)C1=C(C=CC=C1)C(C)C)C)F